tert-butyl (1S,2R,5R)-2-(2-ethoxy-2-oxoethyl)-3,8-diazabicyclo[3.2.1]octane-8-carboxylate C(C)OC(C[C@@H]1[C@@H]2CC[C@H](CN1)N2C(=O)OC(C)(C)C)=O